C(N)(=O)C=1C=C(C(=C(OCC#CCN2CCN(CC2)C(=O)OC(C)(C)C)C1)NC\C=C\CNC1=C(C=C(C=C1[N+](=O)[O-])C(=O)OC)OC)[N+](=O)[O-] tert-butyl (E)-4-(4-(5-carbamoyl-2-((4-((2-methoxy-4-(methoxycarbonyl)-6-nitrophenyl)amino)but-2-en-1-yl)amino)-3-nitrophenoxy)but-2-yn-1-yl)piperazine-1-carboxylate